ClC1=CC=C(C=C1)C1=CC(=NN1CC1=CC=C(C=C1)Cl)COC(C(=O)O)(C)C 2-[[5-(4-Chlorophenyl)-1-[(4-chlorophenyl)methyl]pyrazol-3-yl]methoxy]-2-methyl-propanoic acid